FC=1C=C2C=C(C=NC2=CC1F)NC1=NC(=NC=C1)NC1=CC2=C(OC(CO2)CN(C)C)C=C1 4-(6,7-difluoro-3-quinolylamino)-2-{2-[(dimethylamino)methyl]-2,3-dihydro-1,4-benzodioxin-6-ylamino}pyrimidine